1-oxopropan-2-yl N-acetyl-S-(bis(4-methoxyphenyl)(phenyl)methyl)-L-cysteinate C(C)(=O)N[C@@H](CSC(C1=CC=CC=C1)(C1=CC=C(C=C1)OC)C1=CC=C(C=C1)OC)C(=O)OC(C=O)C